2-(2,6-dioxopiperidin-3-yl)-5-(3-(4-((1r,3r)-3-((5-(5-methyl-5H-pyrido[4,3-b]indol-7-yl)pyridin-2-yl)oxy)cyclobutoxy)piperidin-1-yl)propoxy)isoindoline-1,3-dione O=C1NC(CCC1N1C(C2=CC=C(C=C2C1=O)OCCCN1CCC(CC1)OC1CC(C1)OC1=NC=C(C=C1)C=1C=CC=2C3=C(N(C2C1)C)C=CN=C3)=O)=O